CC=1N=C2N(C=C(C=C2C)C=2C=C(C(=NC2)C=2N=NC(=CC2)O[C@H]2[C@H](C(NC(C2)(C)C)(C)C)F)O)C1 5-(2,8-dimethylimidazo[1,2-a]pyridin-6-yl)-2-(6-{[(3S,4R)-3-fluoro-2,2,6,6-tetramethylpiperidin-4-yl]oxy}pyridazin-3-yl)pyridin-3-ol